C(C1=CC=CC=C1)ON1[C@@H]2CC[C@H](N(C1=O)C2)C(=O)OCC2=CC=CC=C2 Benzyl (2S,5R)-6-benzyloxy-7-oxo-1,6-diazabicyclo[3.2.1]octane-2-carboxylate